(1-azaspiro[3.3]hept-1-yl)methanone N1(CCC12CCC2)C=O